indolyl-acridine iron-chromium-boron [B].[Cr].[Fe].N1C(=CC2=CC=CC=C12)C1=CC=CC2=NC3=CC=CC=C3C=C12